C(C)OC=1C=CC(=C(C1)C1=C(C=CC=C1)C)S(=O)(=O)N1CCC(CC1)(C(=O)N[C@H](C)\C=C/S(=O)(=O)C)F (R,Z)-1-((5-ethoxy-2'-methyl-[1,1'-biphenyl]-2-yl)sulfonyl)-4-fluoro-N-(4-(methylsulfonyl)but-3-en-2-yl)piperidine-4-carboxamide